methyl-3-oxopiperazin CN1CC(NCC1)=O